C1(CC1)N1C(C(=CC=C1)C(=O)NC1=CC2=CN(N=C2C=C1OC)C1CCC(CC1)CN1CCN(CC1)C(=O)OC(C)(C)C)=O tert-butyl 4-(((1r,4r)-4-(5-(1-cyclopropyl-2-oxo-1,2-dihydropyridine-3-carboxamido)-6-methoxy-2H-indazol-2-yl)cyclohexyl)methyl)piperazine-1-carboxylate